C1(=CC=CC=C1)C1=C(C(=NC=C1)N1CC(CC1)C#N)C1=NC2=C(N1)COCC2 1-(4-phenyl-3-(3,4,6,7-tetrahydropyrano[3,4-d]imidazol-2-yl)pyridin-2-yl)pyrrolidine-3-carbonitrile